6-chloro-3-((trimethylsilyl)ethynyl)pyridazin-4-amine ClC1=CC(=C(N=N1)C#C[Si](C)(C)C)N